N(=C=O)C1CCOCC1 4-isocyanato-tetrahydropyran